NC1=C(N=CC(=N1)N1C[C@H](N([C@H](C1)C)C(=O)NC1CC2(CN(C2)CC2=CC=CC=C2)C1)C)Cl (2R,6S)-4-(6-amino-5-chloropyrazin-2-yl)-N-{2-benzyl-2-azaspiro[3.3]heptan-6-yl}-2,6-dimethylpiperazine-1-carboxamide